C(C)(C)C1=C(NC2=CC=C(C=C12)C1CCN(CC1)CC(=O)NC)C1=CC=2N(C(=C1)OC)N=C(N2)C 2-(4-(3-isopropyl-2-(5-methoxy-2-methyl-[1,2,4]triazolo[1,5-a]pyridin-7-yl)-1H-indol-5-yl)piperidin-1-yl)-N-methylacetamide